OCCCCC(C(=O)O)C(=O)O 2-(4-hydroxybutyl)-malonic acid